N-[8-bromo-2-(methylsulfanyl)pyrazolo[1,5-a][1,3,5]triazin-4-yl]glycine BrC=1C=NN2C1N=C(N=C2NCC(=O)O)SC